CC1=C(N=C2N(C1=O)C=C(C=C2[C@H](C)NC2=C(C(=O)OC(C)(C)C)C=CC=C2)C)C=2C=C1C(=NC2)N(C(=C1C)C)C tert-butyl (S)-2-((1-(3,7-dimethyl-4-oxo-2-(1,2,3-trimethyl-1H-pyrrolo[2,3-b]pyridin-5-yl)-4H-pyrido[1,2-a]pyrimidin-9-yl)ethyl)amino)benzoate